6-(4-chlorophenyl)-2-(4-fluorobenzyl)pyridazin-3(2H)-one ClC1=CC=C(C=C1)C=1C=CC(N(N1)CC1=CC=C(C=C1)F)=O